C(=O)(O)C1=C(C=CC=C1)I o-carboxyl-Iodobenzene